C1(CC1)COC1=CC=CC(=N1)C1=CC(=C(OCC2C(C2)C(=O)O)C(=C1)F)F 2-[4-(6-cyclopropylmethoxy-pyridin-2-yl)-2,6-difluoro-phenoxymethyl]-cyclopropanecarboxylic acid